C\C=C\CCC (E)-2-Hexene